4-(1-methyl-1H-imidazole-5-yl)piperidine-1-carboxylic acid tert-butyl ester C(C)(C)(C)OC(=O)N1CCC(CC1)C1=CN=CN1C